2-chloro-N-(1-(3,4,5-trimethoxyphenyl)-1H-imidazol-4-yl)thieno[2,3-d]pyrimidin-4-amine ClC=1N=C(C2=C(N1)SC=C2)NC=2N=CN(C2)C2=CC(=C(C(=C2)OC)OC)OC